tert-butyl (2R,4R)-2-(5-fluoro-4-hydroxypyridin-3-yl)-4-hydroxypyrrolidine-1-carboxylate FC=1C(=C(C=NC1)[C@@H]1N(C[C@@H](C1)O)C(=O)OC(C)(C)C)O